BrCC1=CC=C(CNC(OC(C)(C)C)=O)C=C1 Tert-butyl 4-(bromomethyl)benzylcarbamate